tert-Butyl 4-but-3-ynyl-2,2-dimethyl-pyrrolidine-1-carboxylate C(CC#C)C1CC(N(C1)C(=O)OC(C)(C)C)(C)C